FCCOCCOC1=CC=C(C=C1)[C@@H](C1CCN(CC1)C(=O)C=1C=CC2=C(NC(CO2)=O)C1)C1=CC=CC=C1 |o1:13| 6-[4-[(S or R)-[4-[2-(2-Fluoroethoxy)ethoxy]phenyl]-phenyl-methyl]piperidine-1-carbonyl]-4H-1,4-benzoxazin-3-one